4-amino-5-chloro-2,3-dihydrobenzofuran-7-formic acid NC1=C(C=C(C2=C1CCO2)C(=O)O)Cl